O[C@@](CN1N=CC(=C1)C#N)(C)[C@H]1CC[C@H]2[C@@H]3CC[C@@H]4C[C@](CC[C@@H]4[C@H]3CC[C@]12C)(CO)O 1-((S)-2-hydroxy-2-((3R,5R,8R,9R,10S,13S,14S,17S)-3-hydroxy-3-(hydroxymethyl)-13-methylhexadecahydro-1H-cyclopenta[a]phenanthren-17-yl)propyl)-1H-pyrazole-4-carbonitrile